C1(CC1)N1CCC(CC1)N1CCC(CC1)C=1C=C(C=2N(C1)C=C(N2)C2=CC=C(C=C2)S(=O)(=O)C)F 6-(1'-cyclopropyl-[1,4'-bipiperidin]-4-yl)-8-fluoro-2-(4-(methylsulfonyl)phenyl)imidazo[1,2-a]pyridine